N-benzoyl-sulfamic acid C(C1=CC=CC=C1)(=O)NS(O)(=O)=O